(6S)-2-chlorospiro[4,6-dihydrocyclopenta[d]thiazole-5,4'-piperidine]-6-amine hydrochloride Cl.ClC=1SC2=C(N1)CC1(CCNCC1)[C@@H]2N